cyclopenta[h]quinazolin N1C=NC=C2C=CC=3C(=C12)C=CC3